[I-].C(=C)C(C1=CC=CC=C1)[N+](C)(C)C (vinylbenzyl)trimethylammonium iodide